2-(2,6-dioxopiperidin-3-yl)-5-(((trans-3-(4-(7-morpholinoquinoxalin-2-yl)-1H-pyrazol-1-yl)cyclobutyl)methyl)amino)isoindoline-1,3-dione O=C1NC(CCC1N1C(C2=CC=C(C=C2C1=O)NC[C@@H]1C[C@H](C1)N1N=CC(=C1)C1=NC2=CC(=CC=C2N=C1)N1CCOCC1)=O)=O